FC(CCN1CC(C1)CC1=CC=C(C=C1)C1=C(CCCC2=C1C=CC=C2)C2=C(C=C(C=C2)F)C)F 9-(4-((1-(3,3-Difluoropropyl)azetidin-3-yl)methyl)phenyl)-8-(4-fluoro-2-methylphenyl)-6,7-dihydro-5H-benzo[7]annulen